N1N=CC2=C(C=CC=C12)[C@H](C)N (1S)-1-(1H-indazol-4-yl)ethane-1-amine